3-(2-((1R,4R)-4-aminocyclohexyl)acetamido)-N-(4-(N-phenylsulfamoyl)phenyl)benzamide NC1CCC(CC1)CC(=O)NC=1C=C(C(=O)NC2=CC=C(C=C2)S(NC2=CC=CC=C2)(=O)=O)C=CC1